C(C)(C)NCCC1=CC=C(CN2C(=C(C3=CC(=CC=C23)O)C)C2=CC=C(C=C2)OC)C=C1 1-(4-(2-(isopropylamino)ethyl)benzyl)-2-(4-methoxyphenyl)-3-methyl-1H-indol-5-ol